1-methyl-4-(4,4,5,5-tetrakisMethyl-1,3,2-dioxaborol-2-yl)-1H-pyrazole CN1N=CC(=C1)B1OC(C(O1)(C)C)(C)C